[3-[2-[2-[2-[2-[2-[tert-butoxycarbonyl(methyl)amino]ethoxy]ethoxy]ethoxy]ethoxy]ethoxy]cyclobutyl]4-methylbenzenesulfonate C(C)(C)(C)OC(=O)N(CCOCCOCCOCCOCCOC1CC(C1)OS(=O)(=O)C1=CC=C(C=C1)C)C